CC=1SC2=C(N1)SC(=C2)C(=O)N 2-methylthieno[2,3-d]thiazole-5-carboxamide